[(3S)-3-pyrazin-2-ylisoxazolidin-2-yl]methanone N1=C(C=NC=C1)[C@H]1N(OCC1)C=O